P#[Ga] gallium phosphide